C(CCCCC)N(C(CCCCCNC)=O)CCCCCC(=O)OCC(CCCCCCCC)CCCCCC 2-hexyldecyl 6-(N-hexyl-6-(methylamino)hexanamido)hexanoate